2,4,6-trimethyl-3,5-diacetyl-1,4-dihydropyridine CC=1NC(=C(C(C1C(C)=O)C)C(C)=O)C